1-Methyl-N-(3-(((7-(pyridin-4-yl)-2,3-dihydrofuro[3,2-c]pyridin-4-yl)amino)methyl)phenyl)-1H-indazol-5-carboxamid CN1N=CC2=CC(=CC=C12)C(=O)NC1=CC(=CC=C1)CNC1=NC=C(C2=C1CCO2)C2=CC=NC=C2